FC1=C(C(=CC=C1)F)N(C(=O)C=1C=CC=2N(C1)C(=CN2)C2=CC=C(C=C2)NC(OC)=O)C methyl N-[4-[6-[(2,6-difluorophenyl)-methyl-carbamoyl]imidazo[1,2-a]pyridin-3-yl]phenyl]carbamate